CN1CCC2=CC3=C(C4=C2[C@@H]1CC5=CC=C(C=C5)OC6=C(C=CC(=C6)C[C@@H]7C8=CC(=C(C=C8CCN7C)OC)O4)OC)OCO3 The molecule is a bisbenzylisoquinoline alkaloid from tubers of Stephania; stimulates recovery of immunologic function in lymphatic system after administration of antineoplastic agents or x-irradiation. It is a member of isoquinolines and a bisbenzylisoquinoline alkaloid.